N1(CCNCC1)CCNC(O[C@H]1CC[C@@]2([C@H]3CC[C@@]4([C@H](CC[C@@]4([C@@H]3CC[C@@]2(C1)O)O)C=1C=CC(OC1)=O)C)C)=O (3S,5S,8R,9S,10R,13R,14S,17R)-5,14-dihydroxy-10,13-dimethyl-17-(2-oxo-2H-pyran-5-yl)hexadecahydro-1H-cyclopenta[a]phenanthren-3-yl (2-(piperazin-1-yl)ethyl)carbamate